methyl 2-(5-(4-hydroxybicyclo[2.2.2]octan-1-yl)-1,2,4-oxadiazol-3-yl)isonicotinate OC12CCC(CC1)(CC2)C2=NC(=NO2)C=2C=C(C(=O)OC)C=CN2